benzyl 3-(2-hydroxyphenyl)-7,8-dihydropyrrolo[3',4':4,5]pyrrolo[2,3-c]pyridazine-6(5H)-carboxylate OC1=C(C=CC=C1)C1=CC2=C(N=N1)NC1=C2CN(C1)C(=O)OCC1=CC=CC=C1